(R)-trifluoromethanesulfonic acid 8-chloro-2-(3-methylmorpholino)-1,7-naphthyridin-4-yl ester ClC=1N=CC=C2C(=CC(=NC12)N1[C@@H](COCC1)C)OS(=O)(=O)C(F)(F)F